C(C1=CC=CC=C1)OC1=CC(=CC(=C1)C1CC1)Br 1-benzyloxy-3-bromo-5-cyclopropylbenzene